[Cl-].C(C=C)[N+](CC=C)(CC=C)CC=C N,N,N,N-tetraallylammonium chloride